ethylmethylimidazolium octanoat C(CCCCCCC)(=O)[O-].C(C)[N+]1=C(NC=C1)C